3-(4-fluorophenoxy)-N-(3-methyl-4-(pyrazin-2-yloxy)phenyl)cyclobutane-1-carboxamide FC1=CC=C(OC2CC(C2)C(=O)NC2=CC(=C(C=C2)OC2=NC=CN=C2)C)C=C1